4-chloro-1-methyl-6-(4-methylpiperazin-1-yl)phthalazine ClC1=NN=C(C2=CC=C(C=C12)N1CCN(CC1)C)C